CC1=C(C(=O)N[C@H](C)C2=CC=CC3=CC=CC=C23)C=C(C=C1)N1CCN(CC1)C1COC1 2-Methyl-N-[(1R)-1-(1-naphthyl)ethyl]-5-[4-(oxetan-3-yl)piperazin-1-yl]benzamide